C(C)(C)(C)OC(=O)N[C@@H](CCC(N(C)C)=O)C(=O)O N2-(tert-Butoxycarbonyl)-N5,N5-dimethyl-L-glutamine